N-({6-[(3S,5R)-5-tert-butylmorpholin-3-yl]imidazo[1,2-a]pyridin-2-yl}methyl)-4-oxo-4H-pyrido[1,2-a]pyrimidine-2-carboxamide C(C)(C)(C)[C@@H]1COC[C@@H](N1)C=1C=CC=2N(C1)C=C(N2)CNC(=O)C=2N=C1N(C(C2)=O)C=CC=C1